Cl.CC1(CC[C@@H](CO1)N)C (S)-6,6-dimethyl-tetrahydro-pyran-3-ylamine hydrochloride